2-((5-(3,8-diazabicyclo[3.2.1]octan-3-yl)pyridin-2-yl)amino)-6-acetyl-8-cyclopentyl-5-methylpyrido[2,3-d]pyrimidin-7(8H)-one C12CN(CC(CC1)N2)C=2C=CC(=NC2)NC=2N=CC1=C(N2)N(C(C(=C1C)C(C)=O)=O)C1CCCC1